benz-[de]anthracen-7-one C1=CC=C2C=CC=C3C(C=4C=CC=CC4C1=C23)=O